C(C)(C)(C)[Si]([O-])(C1=CC=CC=C1)C1=CC=CC=C1 tert-butyl-diphenyl-silanolate